N-(1-((dimethylamino)methyl)cyclopropyl)-1-phenylcyclobutane-1-carboxamide CN(C)CC1(CC1)NC(=O)C1(CCC1)C1=CC=CC=C1